(S)-4-(3-(4-((2,5,8,11-tetraoxadodecanoyl)amino)phenyl)-2-aminopropionamido)benzoic acid C(OCCOCCOCCOC)(=O)NC1=CC=C(C=C1)C[C@@H](C(=O)NC1=CC=C(C(=O)O)C=C1)N